5-(benzyloxy)-2-methyl-N-(7-azaspiro[3.5]nonan-2-yl)benzofuran-3-carboxamide C(C1=CC=CC=C1)OC=1C=CC2=C(C(=C(O2)C)C(=O)NC2CC3(C2)CCNCC3)C1